CN1N=NN=C1C1=NC=C(C=C1)\C=C\B1OC(C(O1)(C)C)(C)C (E)-2-(1-methyl-1H-tetrazol-5-yl)-5-(2-(4,4,5,5-tetramethyl-1,3,2-dioxaborolan-2-yl)vinyl)pyridine